(S)-1-[(S)-1-({4-[(1-cyclopropyl-1H-imidazol-2-yl)methyl]-1-piperidinyl}carbonyl)-3-methylbutyl]-3-isobutyl-4-(o-nitrophenylsulfonyl)-2-piperazinone C1(CC1)N1C(=NC=C1)CC1CCN(CC1)C(=O)[C@H](CC(C)C)N1C([C@@H](N(CC1)S(=O)(=O)C1=C(C=CC=C1)[N+](=O)[O-])CC(C)C)=O